heptane-1-carboxylic Acid C(CCCCCC)C(=O)O